4-[4-amino-1-(3,4-difluorophenyl)-6-fluoro-2-(2-methoxy-1,1-dimethyl-ethyl)indol-3-yl]Benzoic acid NC1=C2C(=C(N(C2=CC(=C1)F)C1=CC(=C(C=C1)F)F)C(COC)(C)C)C1=CC=C(C(=O)O)C=C1